(S)-1-((7-(1-(5-(2-(1H-tetrazol-5-yl)ethyl)-5-azaspiro[3.4]octan-7-yl)-6-chloro-1,2,3,4-tetrahydroquinolin-8-yl)thieno[3,2-b]pyridin-2-yl)methyl)pyrrolidine-2,5-dione N1N=NN=C1CCN1C2(CCC2)C[C@@H](C1)N1CCCC2=CC(=CC(=C12)C1=C2C(=NC=C1)C=C(S2)CN2C(CCC2=O)=O)Cl